CC=1C=C(C(=O)OC2=C(C(=CC(=C2)Cl)C=NC2=C(C(=CC=C2)Cl)Cl)OC(C(C)C)=O)C=CC1 5-chloro-3-((2,3-dichlorophenylimino)-methyl)-2-(isobutyryl-oxy)phenyl 3-methyl-benzoate